[Na+].C(\C=C\C1=CC(O)=C(O)C=C1)(=O)[O-] caffeic acid sodium salt